t-butyl(6-chloro-1-(4-(trifluoromethyl)phenyl)-1H-indol-5-yl)carbamate C(C)(C)(C)OC(NC=1C=C2C=CN(C2=CC1Cl)C1=CC=C(C=C1)C(F)(F)F)=O